C(C1=CC=CC=C1)O[C@@H](CNC=1SC=C(N1)C(=O)OCC)CC1=C(N=NC(=C1C)Cl)Cl ethyl 2-{[(2R)-2-(benzyloxy)-3-(3,6-dichloro-5-methylpyridazin-4-yl)propyl]amino}-1,3-thiazole-4-carboxylate